C(C1=CC=CC=C1)OC(=O)NC1CCN(CC12CC2)C(=O)OC(C)(C)C tert-butyl 8-(((benzyloxy)carbonyl)amino)-5-azaspiro[2.5]octane-5-carboxylate